C[C@@H]1OCC2([C@@H]1N)CCN(CC2)C2=NC=C(C=1N2C=CN1)SC1=C2C=CC=NC2=CC=C1 (3S,4S)-3-methyl-8-(8-(quinolin-5-ylthio)imidazo[1,2-c]pyrimidin-5-yl)-2-oxa-8-azaspiro[4.5]decan-4-amine